p-styrenesulphonate C=CC1=CC=C(C=C1)S(=O)(=O)[O-]